aluminum (III) tetrahydrate O.O.O.O.[Al+3]